(S)-(7-((5-Fluoropyridin-2-yl)methoxy)-5-methyl-4-oxo-2,3,4,5-tetrahydrobenzo[b][1,4]oxazepin-3-yl)carbamic acid tert-butyl ester C(C)(C)(C)OC(N[C@@H]1C(N(C2=C(OC1)C=CC(=C2)OCC2=NC=C(C=C2)F)C)=O)=O